N-[1-methyl-2-(6-methyl-1H-1,3-benzodiazol-5-yl)pyrrolo[2,3-c]pyridin-5-yl]cyclopropanecarboxamide CN1C(=CC=2C1=CN=C(C2)NC(=O)C2CC2)C2=CC1=C(NC=N1)C=C2C